(E)-1-(3,5-Bis(trifluoromethyl)phenyl)-N-(4-((4-methylpiperazin-1-yl)sulfonyl)benzyl)methanimine FC(C=1C=C(C=C(C1)C(F)(F)F)\C=N\CC1=CC=C(C=C1)S(=O)(=O)N1CCN(CC1)C)(F)F